NC=1N=C(N=NC1C(=O)OCC)N[C@@H]1CCCC2=CC=CC=C12 ethyl 5-amino-3-[(1R)-1,2,3,4-tetrahydronaphthalen-1-ylamino]-1,2,4-triazine-6-carboxylate